O1COCOCOCOC1 1,3,5,7,9-pentaoxacyclodecane